C[C@H]1C(=NNC(C1)=O)C1=CC=C(C=C1)NN=C(C#N)C#N (R)-[[4-(1,4,5,6-tetrahydro-4-methyl-6-oxo-3-pyridazinyl)phenyl]-hydrazono]-malononitrile